(S)-4-(11-(3-Aminopyrrolidin-1-yl)-7,8,9,10-tetrahydro-6H-cyclohepta[b]quinolin-2-yl)-N-(4-(piperazin-1-ylsulfonyl)phenyl)pyridin-2-amine hydrochloride Cl.N[C@@H]1CN(CC1)C1=C2C(=NC3=CC=C(C=C13)C1=CC(=NC=C1)NC1=CC=C(C=C1)S(=O)(=O)N1CCNCC1)CCCCC2